8-(5-chloro-3-fluoropyridin-2-yl)-5-(4-fluorobenzyl)-2-oxa-5,8-diazaspiro[3.5]-nonane-6,9-dione ClC=1C=C(C(=NC1)N1CC(N(C2(COC2)C1=O)CC1=CC=C(C=C1)F)=O)F